CC(C)(C)NC(=O)OCC(C1=NC=NC=C1)OC1=CC2=C(C[C@H](NC([C@@H](N2C)C(C)C)=O)CO[Si](C2=CC=CC=C2)(C2=CC=CC=C2)C(C)(C)C)C=C1 2-[(2S,5S)-5-{[tert-butylbis(phenyl)siloxy]methyl}-2-isopropyl-1-methyl-3-oxo-1,2,3,4,5,6-hexahydro-1,4-benzodiazocin-9-yloxy]-2-(4-pyrimidinyl)ethyl 2-methyl-2-propanecarbamate